NCCCC(=O)N[C@H](C(=O)N1[C@@H](C[C@H](C1)O)C(=O)NCC1=CC=C(C=C1)C1=C(N=CS1)C)C(C)(C)C (2S,4R)-1-((S)-2-(4-aminobutanoylamino)-3,3-dimethylbutyryl)-4-hydroxy-N-(4-(4-methylthiazol-5-yl)benzyl)pyrrolidine-2-carboxamide